C(CCC)OC(C1=CC(=CC=C1)CON1C(C2=CC=CC=C2C1=O)=O)=O 3-(((1,3-dioxoisoindol-2-yl)oxy)methyl)benzoic acid butyl ester